4-(5-(6-phenyl-6,7,8,9-tetrahydroimidazo[1,2-a:4,5-b']dipyridin-3-yl)pyrimidin-2-yl)piperazin-2-one C1(=CC=CC=C1)C1CCCC=2N1C=1C(=NC=C(C1)C=1C=NC(=NC1)N1CC(NCC1)=O)N2